ClC=1C(=NC=C(C1)N1CCN(CC1)C)C#N 3-chloro-5-(4-methylpiperazin-1-yl)pyridine-2-carbonitrile